4-chloro-6-fluoro-3-iodo-7-methoxy-2-methylquinoline ClC1=C(C(=NC2=CC(=C(C=C12)F)OC)C)I